O.C(=O)(O)C(O)C(O)C(=O)O.O.O.C(=O)(O)C(O)C(O)C(=O)O hydrogen tartrate sesquihydrate